2-(3-(2-ethoxy-2-oxoethyl)-2-fluorophenyl)propanoic acid C(C)OC(CC=1C(=C(C=CC1)C(C(=O)O)C)F)=O